C(C)(C)N(P(OCCC#N)OCCN(C)CCP(=O)(OC)OC)C(C)C 2-Cyanoethyl (2-((2-(dimethoxyphosphoryl)ethyl)(methyl)amino)ethyl) diisopropylphosphoramidite